[Cl-].C[N+]1(CCCC1)C1=C2NC=NC2=NC(=N1)N 6-(1-Methylpyrrolidin-1-ylium-1-Yl)-7H-purine-2-amine chloride